((2-chloro-4-(trifluoromethyl)phenoxy)methyl)-N-(2-(methylamino)ethyl)benzamide ClC1=C(OCC2=C(C(=O)NCCNC)C=CC=C2)C=CC(=C1)C(F)(F)F